C(C1=CC=CC=C1)(=O)OC1CC=2C(=NC=3N(C2N(CC2=CC=C(C=C2)OC)[C@@H]2C[C@H](CC2)NC(=O)OC(C)(C)C)N=CC3Br)C13CCCC3 3-bromo-8-(((1S,3S)-3-((tert-butoxycarbonyl)amino)cyclopentyl)(4-methoxybenzyl)amino)-6,7-dihydrospiro[cycloPenta[d]pyrazolo[1,5-a]pyrimidine-5,1'-cyclopentane]-6-yl benzoate